4-[5-(2-aminoethyl)pyridin-2-yl]-3-[2-methyl-5-(oxolan-2-yl)pyrazol-3-yl]oxybenzonitrile NCCC=1C=CC(=NC1)C1=C(C=C(C#N)C=C1)OC=1N(N=C(C1)C1OCCC1)C